N-Methylurethan CNC(=O)OCC